C(C)OC(=O)C1=C(NCCC1)C1=CC=C(C=C1)NC(=O)OC(C)(C)C.CC1=NOC(=C1)CC(=O)NC1=NNC(=C1)[C@@H]1C[C@@H](CC1)NC(C1=CC=CC=C1)=O N-((1r,3s)-3-(3-(2-(3-methylisoxazol-5-yl)acetamido)-1H-pyrazol-5-yl)cyclopentyl)benzamide ethyl-2-(4-((tert-butoxycarbonyl)amino)phenyl)-1,4,5,6-tetrahydropyridine-3-carboxylate